C(CCCCCCCCCCC)SCCCCO 4-(dodecylthio)-1-butanol